COC(=O)C=1C=CC2=C(NCCO2)C1 3,4-dihydro-2H-1,4-benzoxazine-6-carboxylic acid methyl ester